Benzyl (2S,4S)-1-[(2S)-2-amino-3,3-dimethyl-butanoyl]-4-methyl-pyrrolidine-2-carboxylate N[C@H](C(=O)N1[C@@H](C[C@@H](C1)C)C(=O)OCC1=CC=CC=C1)C(C)(C)C